C(CCCCC)[Si](C)(C)C1=CC(=C(C(=C1)OC)C1CCCCCC1)OC hexyl-(4-cycloheptyl-3,5-dimethoxyphenyl)dimethylsilane